tert-butyl 4-((4-(6-oxo-1-(tetrahydro-2H-pyran-4-yl)-1,6-dihydropyridin-3-yl)pyrimidin-2-yl)ethynyl)piperidine-1-carboxylate O=C1C=CC(=CN1C1CCOCC1)C1=NC(=NC=C1)C#CC1CCN(CC1)C(=O)OC(C)(C)C